3-cis-(trifluoromethoxy)cyclobutanecarbonitrile FC(OC1(CCC1)C#N)(F)F